tert-butyl 2-((1S,2R,3R,6S,8S)-2-(aminomethyl)tricyclo[4.2.1.03,8]nonan-2-yl)acetate NC[C@]1([C@@H]2[C@H]3C[C@H](CC[C@@H]13)C2)CC(=O)OC(C)(C)C